oxo-imidazolidinylacrylamide O=C=C(C(=O)N)N1CNCC1